COC(C1CCN(CC1)C1=CC=C(C=C1)C1=C(CCCC=2C=3C=NN(C3C=CC21)C2OCCCC2)C2=CC=CC=C2)OC 6-[4-[4-(dimethoxymethyl)-1-piperidyl]phenyl]-7-phenyl-3-tetrahydropyran-2-yl-9,10-dihydro-8H-cyclohepta[e]indazole